C(C)(=O)NC1=CC=C(C(=N1)S(=O)(=O)Cl)C 6-acetamido-3-methylpyridine-2-sulfonyl chloride